[N-](S(=O)(=O)C(F)(F)F)S(=O)(=O)C(F)(F)F.C(=C)N1CN(C=C1)CC 1-vinyl-3-ethylimidazole bistrifluoromethanesulfonimide salt